1-(2-Butoxy-phenyl)-piperidin C(CCC)OC1=C(C=CC=C1)N1CCCCC1